NC1=C2C(=NC=N1)N(N=C2C2=CC=C(C=C2)OC2=CC=CC=C2)C2CCN(CC2)C(CSC2=C1CN(C(C1=CC=C2)=O)C2C(NC(CC2)=O)=O)=O 3-(4-((2-(4-(4-amino-3-(4-phenoxyphenyl)-1H-pyrazolo[3,4-d]pyrimidin-1-yl)piperidin-1-yl)-2-oxoethyl)thio)-1-oxoisoindoline-2-yl)piperidine-2,6-dione